OC(CC(C)=O)CC(=CCC=C(C)C)C 4-hydroxy-6,10-dimethyl-undecan-6,9-dien-2-one